C(CC\C=C/CCCCC)CC(=O)O.C(C)(=O)OCCCCC=CCCCCCCC 5-tridecen-1-yl acetate ((Z)-4-decen-1-yl acetate)